BrC1=C2C=NNC2=C(C=C1F)C(=O)OC Methyl 4-bromo-5-fluoro-1H-indazole-7-carboxylate